2,5,8-triazaspiro[3.5]nonan C1NCC12NCCNC2